2-{[(S)-3-methoxy-1-piperidyl]methyl}-4-cyclopropyl-6-{6-cyclopropyl-4-[4-fluoro-2-(1-methyl-2-imidazolyl)phenyl]-2-pyridyl}-1,6-dihydro-1,6-diaza-7-indenone CO[C@@H]1CN(CCC1)CC=1NC=2C(N(C=C(C2C1)C1CC1)C1=NC(=CC(=C1)C1=C(C=C(C=C1)F)C=1N(C=CN1)C)C1CC1)=O